BrC1=NN(C(=C1)C#C)C 3-bromo-5-ethynyl-1-methyl-pyrazole